Chloro-N-(8-quinolinyl)benzamide lithium copper [Cu].[Li].ClC1=C(C(=O)NC=2C=CC=C3C=CC=NC23)C=CC=C1